ClCC(=O)OCCCCCCCCCCCCCCCCCCCCCCCCCC hexacosyl chloroacetate